2-chloroaniline ClC1=C(N)C=CC=C1